N-(1-(6,6-dimethyl-7-oxo-7,8-dihydro-6H-pyrimido[5,4-b][1,4]oxazin-4-yl)-4-methylpiperidin-4-yl)sulfamide hydrochloride Cl.CC1(C(NC2=C(O1)C(=NC=N2)N2CCC(CC2)(C)NS(=O)(=O)N)=O)C